FC(C)(F)C1=NC=CC(=C1)NC(=O)C=1C=NN(C1C(F)(F)F)C1=C2C=CNC(C2=CC=C1)=O N-(2-(1,1-difluoroethyl)pyridin-4-yl)-1-(1-oxo-1,2-dihydroisoquinolin-5-yl)-5-(trifluoromethyl)-1H-pyrazole-4-carboxamide